methyl-6-[1-methyl-5-(trifluoromethylthio)benzimidazol-2-yl]pyridine-2,5-dicarboxylic acid CC=1C(=NC(=C(C1)C(=O)O)C1=NC2=C(N1C)C=CC(=C2)SC(F)(F)F)C(=O)O